3-(3-methoxyphenyl)-1-(7-methoxy-1,2,3,4-tetrahydroquinoxalin-1-yl)prop-2-en-1-one COC=1C=C(C=CC1)C=CC(=O)N1CCNC2=CC=C(C=C12)OC